2-amino-5-(3-cyano-4-((1-phenylethyl)amino)quinolin-6-yl)nicotinamide NC1=C(C(=O)N)C=C(C=N1)C=1C=C2C(=C(C=NC2=CC1)C#N)NC(C)C1=CC=CC=C1